C1(CCCCC1)OC([C@H](C)NP(=O)(OC1=CC=C(C=C1)[N+](=O)[O-])N[C@@H](C)C(=O)OC1CCCCC1)=O cyclohexyl ((((S)-1-cyclohexyloxy-1-oxopropan-2-yl)amino)(4-nitrophenoxy)phosphoryl)-L-alaninate